1,2-bis(mercaptomethyl)butane SCCC(CC)CS